N-(cyclobutylmethyl)-N-methyl-3-(2-methyl-1-oxo-1,2-dihydro-6-isoquinolinyl)-6-quinoxalinecarboxamide C1(CCC1)CN(C(=O)C=1C=C2N=C(C=NC2=CC1)C=1C=C2C=CN(C(C2=CC1)=O)C)C